tert-butyl 3-(5-(methoxy(methyl)carbamoyl)pyrimidin-2-yl)-3,8-diazabicyclo[3.2.1]octane-8-carboxylate CON(C(=O)C=1C=NC(=NC1)N1CC2CCC(C1)N2C(=O)OC(C)(C)C)C